(2-{5-cyano-2-[(R)-6-methoxycarbonyl-7-methyl-3-oxo-8-(3-trifluoromethyl-phenyl)-2,3,5,8-tetrahydro-[1,2,4]triazolo[4,3-a]pyrimidin-5-yl]-phenyl}-ethyl)-trimethyl-ammonium mesylate S(C)(=O)(=O)[O-].C(#N)C=1C=CC(=C(C1)CC[N+](C)(C)C)[C@@H]1C(=C(N(C=2N1C(NN2)=O)C2=CC(=CC=C2)C(F)(F)F)C)C(=O)OC